Cl.C12N(CC(CC1)C2)CC[C@H](CSC2=CC=CC=C2)N (2R)-4-(2-azabicyclo[2.2.1]heptan-2-yl)-1-(phenylthio)butan-2-amine hydrochloride